Cl.CN(CCC(=O)O)C 3-dimethylaminopropionate hydrochloride